4-tert-butoxycarbonyl-hydrazinobenzoic acid C(C)(C)(C)OC(=O)C1=CC(=C(C(=O)O)C=C1)NN